2-[(2,4-dimethoxyphenyl)methylamino]-8-[6-[2-(dimethylamino)ethoxy]-3-pyridyl]-6-(5-methyl-4-prop-2-enoyl-2,3-dihydroquinoxalin-1-yl)pyrido[2,3-d]pyrimidin-7-one COC1=C(C=CC(=C1)OC)CNC=1N=CC2=C(N1)N(C(C(=C2)N2CCN(C1=C(C=CC=C21)C)C(C=C)=O)=O)C=2C=NC(=CC2)OCCN(C)C